FC(C1=NC(=NC=C1F)N1CCC2(C(N3[C@H](O2)CC[C@H]3C3=CC(=CC(=C3)F)F)=O)CC1)F (5'S,7a'R)-1-[4-(difluoromethyl)-5-fluoropyrimidin-2-yl]-5'-(3,5-difluorophenyl)tetrahydro-3'H-spiro[piperidine-4,2'-pyrrolo[2,1-b][1,3]oxazol]-3'-one